N,2-dimethyl-1'-((4-oxo-4,5-dihydropyrrolo[1,2-a]quinoxalin-7-yl)methyl)-1',2',3',6'-tetrahydro-[3,4'-bipyridine]-6-carboxamide CNC(=O)C1=CC=C(C(=N1)C)C=1CCN(CC1)CC=1C=C2NC(C=3N(C2=CC1)C=CC3)=O